(R)-10-((2-oxo-4-phenylpyridin-1(2H)-yl)methyl)-7-azaspiro[4.5]decane-7-carboxylic acid tert-butyl ester C(C)(C)(C)OC(=O)N1CC2(CCCC2)[C@@H](CC1)CN1C(C=C(C=C1)C1=CC=CC=C1)=O